(R)-3-((1-aminobutane-2-yl)oxy)-8-chloro-2-naphthoic acid methyl ester hydrochloride Cl.COC(=O)C1=CC2=C(C=CC=C2C=C1O[C@@H](CN)CC)Cl